3-phenyl-2-(3-((E)-styryl)ureido)propanamide C1(=CC=CC=C1)CC(C(=O)N)NC(=O)N\C=C\C1=CC=CC=C1